methyl N-(((4-nitrobenzyl)oxy)carbonyl)-O-(spiro[3.5]nonan-7-ylmethyl)-L-threoninate [N+](=O)([O-])C1=CC=C(COC(=O)N[C@@H]([C@H](OCC2CCC3(CCC3)CC2)C)C(=O)OC)C=C1